(1S,2S)-2-fluoro-N-(6-(3-methyl-1H-pyrrolo[2,3-b]pyridin-5-yl)imidazo[1,2-a]pyridin-2-yl)cyclopropane-1-carboxamide F[C@@H]1[C@@H](C1)C(=O)NC=1N=C2N(C=C(C=C2)C=2C=C3C(=NC2)NC=C3C)C1